3-(methacryloyloxy)propyl-phosphonic acid C(C(=C)C)(=O)OCCCP(O)(O)=O